FC=1C=C(C=C2CCN(CC12)C1CCC2(C1)CCCC2)C(=O)OC Methyl 8-fluoro-2-spiro[4.4]nonan-3-yl-3,4-dihydro-1H-isoquinoline-6-carboxylate